NC1=NC=C(C=C1CNCCO)F 2-(((2-amino-5-fluoropyridin-3-yl)methyl)amino)ethan-1-ol